BrC=1C=C2CCCN(C2=CC1)C(=O)C1CC1 (6-bromo-3,4-dihydroquinoline-1(2H)-yl)(cyclopropyl)methanone